di(2-pyridyl)amine N1=C(C=CC=C1)NC1=NC=CC=C1